ClC=1C(=NC=C(C1)N1CCN(CC1)C)CN 1-[3-chloro-5-(4-methylpiperazin-1-yl)pyridin-2-yl]methanamine